C(C)OC1=NC=CC=C1C1=NC=2C(N(C[C@@]3([C@@H](CN(CC3)C3=C(C=C(C=C3)F)C(F)(F)F)CC)C2C=C1)[C@H]1CNCC1)=O |&1:15,16| rac-(3'S,5S)-2-(2-ethoxypyridin-3-yl)-3'-ethyl-1'-[4-fluoro-2-(trifluoromethyl)phenyl]-7-[(3R)-pyrrolidin-3-yl]spiro[6H-1,7-naphthyridine-5,4'-piperidine]-8-one